BrC=1C(=C(C=CC1)C=1OC2=C(N1)C=C(C=C2Cl)CN2C[C@@H](CC2)C(=O)O)C (R)-1-((2-(3-bromo-2-methylphenyl)-7-chlorobenzo[d]oxazol-5-yl)methyl)pyrrolidine-3-carboxylic acid